3-((R)-2-(2-(cyclobutylamino)-5-methoxyisonicotinamido)-1-hydroxyethyl)-7-hydroxy-3,4-dihydroisoquinoline C1(CCC1)NC=1C=C(C(=O)NC[C@@H](O)C2N=CC3=CC(=CC=C3C2)O)C(=CN1)OC